N-(2-(6-fluoro-1H-indol-3-yl)ethyl)-2-(5-fluoropyridin-3-yl)-5,6,7,8-tetrahydropyrido[4,3-d]pyrimidin-4-amine FC1=CC=C2C(=CNC2=C1)CCNC=1C2=C(N=C(N1)C=1C=NC=C(C1)F)CCNC2